benzyl (2R,3S,5S)-2-((((CIS)-4-(3-fluorophenyl)cyclohexyl)oxy)methyl)-3-((4-methoxybenzyl)amino)-5-(methoxymethyl)pyrrolidine-1-carboxylate FC=1C=C(C=CC1)[C@H]1CC[C@H](CC1)OC[C@@H]1N([C@@H](C[C@@H]1NCC1=CC=C(C=C1)OC)COC)C(=O)OCC1=CC=CC=C1